9-(4-chloro-2-fluoro-phenyl)-2-(difluoromethyl)-3-methyl-7-[(2S)-2-(1-methylpyrazol-4-yl)morpholin-4-yl]pyrido[1,2-a]pyrimidin-4-one ClC1=CC(=C(C=C1)C1=CC(=CN2C1=NC(=C(C2=O)C)C(F)F)N2C[C@@H](OCC2)C=2C=NN(C2)C)F